1-chloro-2,3-epoxypentane ClCC1C(CC)O1